5h-pyrido[3,2,1-ij]quinoline-9-carbaldehyde C1=CCN2C3=C(C=C(C=C13)C=O)C=CC2